aminomethyl-dimethoxymethylsilane NC[SiH2]C(OC)OC